C(CCC)N1C2=CC=CC=C2C=2C=C(C=CC12)N(C=C(C1=CC=C(C=C1)OC)C1=CC=C(C=C1)OC)C=C(C1=CC=C(C=C1)OC)C1=CC=C(C=C1)OC 9-butyl-3-{N,N-bis[2,2-bis(4-methoxyphenyl)vinyl]amino}-9H-carbazole